C(C)N(CCOC1=CC2=C(C(C=3NC4=CC(=CC=C4C3C2=O)C#N)(C)C)C=C1N1CCC(CC1)N1CCOCC1)CC 9-(2-Diethylamino-ethoxy)-6,6-dimethyl-8-(4-morpholin-4-yl-piperidin-1-yl)-11-oxo-6,11-dihydro-5H-benzo[b]carbazole-3-carbonitrile